4,5,9,10-tetrahydro-6H,8H-pyrido[3,2,1-de]pteridin-6-one N1=CN=C2NCC(N3C2=C1CCC3)=O